ClC1=C(C=C(C=C1)CCO)C1=CC=CC=C1 2-(4-chloro-3-phenylphenyl)ethan-1-ol